N-(3-fluoro-4-((1-isopropyl-2-oxo-2,3-dihydro-1H-imidazo[4,5-b]pyridin-7-yl)oxy)phenyl)-1-(1-methylpiperidin-3-yl)-5-(trifluoromethyl)-1H-pyrazole-4-carboxamide FC=1C=C(C=CC1OC1=C2C(=NC=C1)NC(N2C(C)C)=O)NC(=O)C=2C=NN(C2C(F)(F)F)C2CN(CCC2)C